tetracosan-15-enoate C(CCCCCCCCCCCCCC=CCCCCCCCC)(=O)[O-]